N-[2-(3-Methylpyridin-2-yl)-[1,3]thiazolo[5,4-c]pyridin-6-yl]-5-(oxan-4-yl)-6-(pyrrolidin-3-yl)pyridin-2-amine CC=1C(=NC=CC1)C=1SC=2C=NC(=CC2N1)NC1=NC(=C(C=C1)C1CCOCC1)C1CNCC1